NC1=NC=C(C2=C1C(=NN2C(C)C)C2=CC(=C(C=C2F)NS(=O)(=O)CC2=C(C=CC=C2)Cl)F)C2=CC[C@H](CC2)NC2COC2 N-(4-(4-amino-1-isopropyl-7-(4(S)-(oxetan-3-ylamino)cyclohex-1-en-1-yl)-1H-pyrazolo[4,3-c]pyridin-3-yl)-2,5-difluorophenyl)-1-(2-chlorophenyl)methanesulfonamide